C1=NC2=C(N1[C@H]3[C@@H]([C@@H]([C@H](O3)COP(=O)(O)O)O)O)NC(=O)NC2=O Xanthosine-5-phosphate